CN(C)C=C1C(CCC1=O)=O 2-Dimethylaminomethylene-cyclopentane-1,3-dione